octyl 2-methylmalonate CC(C(=O)OCCCCCCCC)C(=O)[O-]